N1=NC(=CC=C1)C1CCC(CC1)N 4-(Pyridazin-3-yl)cyclohexan-1-amine